ClC1=CC=C(C=C1)CN1SC=NC1=O 2-[(4-chlorophenyl)methyl]-3-oxo-1,2,4-thiadiazol